6-(azetidin-3-yloxy)-4-chloro-7-methoxyquinazoline hydrochloride Cl.N1CC(C1)OC=1C=C2C(=NC=NC2=CC1OC)Cl